C(C)N1C[C@@H](C[C@@H](C1)C)NC=1C(N(C(=NN1)C1=C(C=C(C=C1)C(F)(F)F)OC)C)=O 6-(((3R,5S)-1-Ethyl-5-methylpiperidin-3-yl)amino)-3-(2-methoxy-4-(trifluoromethyl)phenyl)-4-methyl-1,2,4-triazin-5(4H)-one